NC1(CC1)C(O)C1=CC=CC=C1 (1-aminocyclopropyl)phenylmethanol